N=1NN=NC1CC=1C=2CCCC2C(=C2CCCC12)NC(=O)N=S(=O)(N)C=1C=NN2C1OCCC2 N'-((8-((2H-tetrazol-5-yl)methyl)-1,2,3,5,6,7-hexahydro-s-indacen-4-yl)carbamoyl)-6,7-dihydro-5H-pyrazolo[5,1-b][1,3]oxazine-3-sulfonimidamide